C(CCCCC)P(CCCC)CCCCCC Dihexylbutyl-phosphin